(1R,3r,5S)-8-(4-fluoro-6-(methoxycarbonyl)benzo[d]thiazol-2-yl)-8-azabicyclo[3.2.1]octan-3-yl 5-cyclopropyl-3-(spiro[2.5]octan-6-yl)isoxazole-4-carboxylate C1(CC1)C1=C(C(=NO1)C1CCC2(CC2)CC1)C(=O)OC1C[C@H]2CC[C@@H](C1)N2C=2SC1=C(N2)C(=CC(=C1)C(=O)OC)F